FC(C1=CN=C2N1CCN(C2)C(=O)OC(C)(C)C)F tert-butyl 3-(difluoromethyl)-5,6-dihydroimidazo[1,2-a]pyrazine-7(8H)-carboxylate